C(#N)C1=CC=C(CNC(=O)C=2C(N(C3=C(N=CC=C3C2)OCC2(CC2)S(NC#N)(=O)=O)C)=O)C=C1 N-(4-cyanobenzyl)-8-((1-(N-cyanosulfamoyl)cyclopropyl)methoxy)-1-methyl-2-oxo-1,2-dihydro-1,7-naphthyridine-3-carboxamide